N-[1-[2-[4-[3-cyanopropyl(methyl)amino]-1-piperidyl]-2-oxo-ethyl]-3-[2-(difluoromethoxy)-5-methylsulfanyl-phenyl]pyrazol-4-yl]pyrazolo[1,5-a]pyrimidine-3-carboxamide C(#N)CCCN(C1CCN(CC1)C(CN1N=C(C(=C1)NC(=O)C=1C=NN2C1N=CC=C2)C2=C(C=CC(=C2)SC)OC(F)F)=O)C